5-FORMYL-2-METHOXY-4-PICOLINE C(=O)C=1C(=CC(=NC1)OC)C